tert-Butyl (R)-4-((S)-10-((4-cyclopropyl-2-oxopyridin-1(2H)-yl)methyl)-10-hydroxy-7-azaspiro[4.5]decane-7-carbonyl)-3-phenylpiperazine-1-carboxylate C1(CC1)C1=CC(N(C=C1)C[C@@]1(CCN(CC12CCCC2)C(=O)N2[C@@H](CN(CC2)C(=O)OC(C)(C)C)C2=CC=CC=C2)O)=O